C1(CC1)OC[C@@H](C(=O)O)NC(=O)OCC1C2=CC=CC=C2C=2C=CC=CC12 (2S)-3-cyclopropoxy-2-(9H-fluoren-9-ylmethoxycarbonyl-amino)propionic acid